Cl.O=C1NC(CC[C@H]1NC(C1=C(C=C(C=C1)N1CCN(CC1)C1CCNCC1)F)=O)=O |r| (±)-N-(2,6-dioxopiperidin-3-yl)-2-fluoro-4-(4-(piperidin-4-yl)piperazin-1-yl)benzamide Hydrochloride